octahydro-4,7-methylene-1H-indenedicarboxaldehyde C1C2C3CC(C(C3C1CC2)C=O)C=O